CC(C(=O)O)CC(CC=C)C 2,4-dimethyl-6-heptenoic acid